FC=1C=C(C=C(C1F)F)C=1N=NN(C1)[C@@H]1[C@H]([C@@H](SC=2C=NC=C(C2)Br)O[C@@H]([C@@H]1O)CO)OCC 5-Bromopyridin-3-yl 3-deoxy-3-[4-(3,4,5-trifluorophenyl)-1H-1,2,3-triazol-1-yl]-2-O-ethyl-1-thio-α-D-galactopyranoside